2-(2-(5-cyclopropyl-3-(2-(trifluoromethyl)phenyl)isoxazol-4-yl)-7-azaspiro[3.5]non-7-yl)-4-fluorobenzo[d]thiazole-6-carboxylic acid C1(CC1)C1=C(C(=NO1)C1=C(C=CC=C1)C(F)(F)F)C1CC2(C1)CCN(CC2)C=2SC1=C(N2)C(=CC(=C1)C(=O)O)F